C(=CCC)C1=NC(=CC=C1N)OC 2-(But-ene-1-yl)-6-methoxypyridin-3-amine